6-amino-2-ethoxy-9-(4-(((2-hydroxy-2-methylpropyl)amino)methyl)-2-methoxybenzyl)-9H-purin-8-ol NC1=C2N=C(N(C2=NC(=N1)OCC)CC1=C(C=C(C=C1)CNCC(C)(C)O)OC)O